1-acetyl-9H-β-carboline C(C)(=O)C1=NC=CC=2C3=CC=CC=C3NC12